OC1=C(C=C(C=C1)CCC)C1=C(CCC2N(CCCC2)C)C=CC=C1 2-[2-(2-hydroxy-5-propyl-phenyl)-phenethyl]-N-methylpiperidine